C(CCC)OC1=CC=C(C=C1)S(=O)(=O)C=1C=NC2=CC=C(C=C2C1N1CCS(CC1)(=O)=O)OC(F)(F)F 4-(3-((4-butoxyphenyl)sulfonyl)-6-(trifluoromethoxy)quinolin-4-yl)thiomorpholine 1,1-dioxide